2-{4-[(5R)-7-chloro-4,4-difluoro-5-hydroxy-5-(hydroxymethyl)-2,3,4,5-tetrahydro-1H-1-benzoazepin-1-carbonyl]phenyl}-7-fluoro-1,2,3,4-tetrahydroisoquinolin-1-one ClC=1C=CC2=C([C@](C(CCN2C(=O)C2=CC=C(C=C2)N2C(C3=CC(=CC=C3CC2)F)=O)(F)F)(CO)O)C1